C(C)(C)(C)OC(NC1=C(C=C(C=C1F)C1=CC(=CC=C1)OC([2H])([2H])[2H])F)=O (3,5-difluoro-3'-(methoxy-d3)-[1,1'-biphenyl]-4-yl)carbamic acid tert-butyl ester